BrCCCCCOC(\C=C(\CCCCCCCC)/CCCC)=O (E)-5-bromopentyl-3-butylundec-2-enoate